NC1=C(C=C(C=N1)NC(C(=O)N1[C@H](CC[C@@H](C1)C)C=1C=NC(=CC1)CC)=O)C N-(6-amino-5-methyl-3-pyridyl)-2-[(2R,5S)-2-(6-ethyl-3-pyridyl)-5-methyl-1-piperidyl]-2-oxo-acetamide